3-[1-(2-Chlorobenzoyl)-5-{[(5-chlorothiophen-2-yl)methyl]sulfanyl}-4-methyl-1H-pyrazol-3-yl]-1-(pyrrolidin-1-carbonyl)-4-(trifluoromethyl)pyrrolidin-2-on ClC1=C(C(=O)N2N=C(C(=C2SCC=2SC(=CC2)Cl)C)C2C(N(CC2C(F)(F)F)C(=O)N2CCCC2)=O)C=CC=C1